C(C1=CC=CC=C1)OC=1C=C(C=CC1OCC1=CC=CC=C1)C=1OC2=CC=C(C=C2C(C1)=O)C1=CCCC1 2-(3,4-bis(Benzyloxy)phenyl)-6-(cyclopent-1-en-1-yl)-4H-chromen-4-one